3-benzoyl-benzoic acid C(C1=CC=CC=C1)(=O)C=1C=C(C(=O)O)C=CC1